2-(5-(2-cyclopropylethyl)-3-(4-fluoro-3-((5-methylthiophen-2-yl)ethynyl)phenyl)-4-(3-fluoro-4-sulfamoylbenzyl)-1H-pyrazol-1-yl)thiazole-4-carboxylic acid C1(CC1)CCC1=C(C(=NN1C=1SC=C(N1)C(=O)O)C1=CC(=C(C=C1)F)C#CC=1SC(=CC1)C)CC1=CC(=C(C=C1)S(N)(=O)=O)F